FS(C1=CC=C(C=C1)B(O)O)(F)(F)(F)F [4-(pentafluoro-λ6-sulfaneyl)phenyl]boronic acid